C(#N)C1=NC(=CC=C1N1CCN(CC1)CC=1C(=C2NC(C=3N(C2=CC1)N=CC3C)=O)F)C(NC)=O 7-((4-(2-cyano-6-(methylcarbamoyl)pyridin-3-yl)piperazin-1-yl)methyl)-6-fluoro-3-methylpyrazolo[1,5-a]quinoxalin-4(5H)-one